Cl.NC1=CC(=NC(=C1)NC1=CC(=CC(=C1)F)F)C(=O)NC1=CC2=C(OCCO2)C=C1 4-Amino-6-((3,5-difluorophenyl)amino)-N-(2,3-dihydrobenzo[b][1,4]dioxin-6-yl)picolinamide hydrochloride